N-((4R)-1-(2-chloro-6-fluorophenyl)-1,4,5,7-tetrahydropyrano[3,4-c]pyrazol-4-yl)-5,6,7,8-tetrahydroimidazo[1,5-a]pyridine-1-carboxamide ClC1=C(C(=CC=C1)F)N1N=CC2=C1COC[C@@H]2NC(=O)C=2N=CN1C2CCCC1